N,N-dimethyl-2-(6-vinyl-1,2,4,5-tetrazin-3-yl)pyridin-3-amine CN(C=1C(=NC=CC1)C=1N=NC(=NN1)C=C)C